COC(=O)C1(CC1)C=1C=NC(=CC1)COC=1SC(=NN1)NC(=O)C=1C=NC(=CC1C1=C(C=CC=C1)OC)C 1-(6-(((5-(4-(2-methoxyphenyl)-6-methylpyridin-3-carboxamido)-1,3,4-thiadiazol-2-yl)oxy)methyl)pyridin-3-yl)cyclopropane-1-carboxylic acid methyl ester